N-[4-[4-[(1,3-dioxo-2-benzofuran-5-carbonyl)amino]-2-carboxyphenyl]-3-carboxyphenyl]-1,3-dioxo-2-benzofuran-5-carboxamide O=C1OC(C2=C1C=CC(=C2)C(=O)NC2=CC(=C(C=C2)C2=C(C=C(C=C2)NC(=O)C2=CC1=C(C(OC1=O)=O)C=C2)C(=O)O)C(=O)O)=O